2-methyl-N-((R)-3H-spiro[furo[3,2-b]pyridine-2,4'-piperidin]-3-yl)propane-2-sulfinamide CC(C)(C)S(=O)N[C@@H]1C2=NC=CC=C2OC12CCNCC2